ethyl (2S)-5-{4-[2-(2-ethoxyethoxy)ethoxy]phenyl}-2-hydroxypentanoate C(C)OCCOCCOC1=CC=C(C=C1)CCC[C@@H](C(=O)OCC)O